difluoromethyl-1,5-diphenyl-1H-pyrazole FC(F)C1=NN(C(=C1)C1=CC=CC=C1)C1=CC=CC=C1